C(C)(C)(C)OC(=O)N(CCC1=NC(=CC=C1[N+](=O)[O-])OC)CC1=C(C=CC(=C1)F)NC1=C(C(=O)OC)C=C(C=C1)C(F)(F)F Methyl 2-((2-(((tert-butoxycarbonyl)(2-(6-methoxy-3-nitropyridin-2-yl)ethyl)-amino)methyl)-4-fluorophenyl)amino)-5-(trifluoromethyl)benzoate